ClC1=C(C=CC=C1CC)N1CCN(CC1)CC[C@@H]1CC[C@H](CC1)NC(CCOC)=O N-(trans-4-(2-(4-(2-Chloro-3-ethylphenyl)piperazin-1-yl)ethyl)cyclohexyl)-3-methoxypropanamide